C(#N)C(C)(C)SC(O)=S.ClC1=CC(=C(C(=O)NC2=CC(=CC=C2)C(N)=O)C=C1Cl)OC1=C(C=C(C=C1)F)C 4,5-dichloro-N-(3-carbamoylphenyl)-2-(4-fluoro-2-methylphenoxy)benzamide 1-cyano-1-methylethyl-dithiocarbonate